1-decyl-3-methylimidazoline C(CCCCCCCCC)N1CN(CC1)C